2-ethyl-4-(5-isopropoxy-6-methoxybenzo[b]thiophene-2-yl)-4-oxobutanoic acid C(C)C(C(=O)O)CC(=O)C1=CC2=C(S1)C=C(C(=C2)OC(C)C)OC